CN(C)CC=1C=CC=2N(C1)N=CC2C(=O)N2[C@@H](C1=C(CC2)NC=N1)C=1SC2=C(N1)C(=CC=C2)F (S)-(6-((dimethylamino)methyl)pyrazolo[1,5-a]pyridin-3-yl)(4-(4-fluorobenzo[d]thiazol-2-yl)-6,7-dihydro-1H-imidazo[4,5-c]pyridin-5(4H)-yl)methanone